COC1=CC=C(CC2C(N(C(N(C2=O)C)=O)C)=O)C=C1 5-(4-methoxybenzyl)-1,3-dimethylpyrimidine-2,4,6(1H,3H,5H)-trione